tert-butyl (12aR)-9-bromo-7-fluoro-3,4,12,12a-tetrahydro-6H-pyrazino[2,1-c][1,4]benzoxazepine-2(1H)-carboxylate BrC1=CC2=C(CN3[C@@H](CO2)CN(CC3)C(=O)OC(C)(C)C)C(=C1)F